N-[3-(1-propanesulfonyloxy)phenyl]-N'-[4-(1-propanesulfonyloxy)phenyl]urea C(CC)S(=O)(=O)OC=1C=C(C=CC1)NC(=O)NC1=CC=C(C=C1)OS(=O)(=O)CCC